Br.ClC1=C2CCN[C@@H](C2=C(C=C1)O)CN1C(CC(C1)C(F)(F)F)=O 1-(((S)-5-chloro-8-hydroxy-1,2,3,4-tetrahydroisoquinolin-1-yl)methyl)-4-(trifluoromethyl)pyrrolidin-2-one hydrobromide